(S)-(2-(3-hydroxypyrrolidin-1-yl)thiazol-5-yl)(7-oxa-2-azaspiro[3.5]nonan-2-yl)methanone O[C@@H]1CN(CC1)C=1SC(=CN1)C(=O)N1CC2(C1)CCOCC2